N1C(CCC1)CCNC(C1=CC=CC=C1)=O N-(2-(pyrrolidin-2-yl)ethyl)benzamide